COCOC=1C=C(C#N)C=CC1B1OC(C(O1)(C)C)(C)C 3-(methoxymethyloxy)-4-(4,4,5,5-tetramethyl-1,3,2-dioxaborolan-2-yl)benzonitrile